BrC1=CC=C(C(=N1)NCC1=CC=C(C=C1)OC)[N+](=O)[O-] 6-Bromo-N-(4-methoxybenzyl)-3-nitropyridin-2-amine